C(C)NS(=O)(=O)C1=C(C=CC(=C1)NC1=NC=NC=C1)C1=CN=C(S1)[C@@H]1CC[C@H](CC1)NC(OC(C)C)=O isopropyl trans-N-[4-[5-[2-(ethylsulfamoyl)-4-[(pyrimidin-4-yl)amino]phenyl]thiazol-2-yl]cyclohexyl]carbamate